C(C)(C)(C)C=1C=C(C=C(C1O)C(C)(C)C)CCC(=O)OCC(COC(CCC1=CC(=C(C(=C1)C(C)(C)C)O)C(C)(C)C)=O)(COC(CCC1=CC(=C(C(=C1)C(C)(C)C)O)C(C)(C)C)=O)COC(CCC1=CC(=C(C(=C1)C(C)(C)C)O)C(C)(C)C)=O Tetrakis-[3-(3,5-di-tert-butyl-4-hydroxyphenyl)propionyloxymethyl]methan